7-(benzo[b]thiophen-2-yl)-4-((1R,5S)-3,8-diazabicyclo[3.2.1]octan-3-yl)-2-(((S)-1-methylpyrrolidin-2-yl)methoxy)quinazoline S1C2=C(C=C1C1=CC=C3C(=NC(=NC3=C1)OC[C@H]1N(CCC1)C)N1C[C@H]3CC[C@@H](C1)N3)C=CC=C2